NC=1C(=C(NC1C)\C=C\1/C(NC2=CC=C(C=C12)C(=O)N[C@H](C(C)C)C1=CC=CC=C1)=O)C (R,Z)-3-((4-amino-3,5-dimethyl-1H-pyrrol-2-yl)methylene)-N-(2-methyl-1-phenylpropyl)-2-oxoindoline-5-carboxamide